(2R,3S,4S,5R)-5-(6-chloro-4-(3,3-difluoroazetidin-1-yl)-1H-pyrazolo[3,4-d]pyrimidin-1-yl)-2-(hydroxymethyl)tetrahydro-2H-pyran-3,4-diol ClC1=NC(=C2C(=N1)N(N=C2)[C@H]2[C@@H]([C@@H]([C@H](OC2)CO)O)O)N2CC(C2)(F)F